NC=1C=C(C(=NC1)N1N=NC=C1C(C)=O)C(F)F 1-(1-(5-amino-3-(difluoromethyl)pyridin-2-yl)-1H-1,2,3-triazol-5-yl)ethan-1-one